BrC=1C=C(C2=C(CCO2)C1)S(=O)(=O)NC=1C=C2C(=NC1)CNC2=O 5-Bromo-N-(5-oxo-6,7-dihydro-5H-pyrrolo[3,4-b]pyridin-3-yl)-2,3-dihydrobenzofuran-7-sulfonamide